NC1=NC(=C(C=2N1C(N(N2)C[C@H]2NCCOC2)=O)N2C[C@H](O[C@H](C2)C)C)C2=CC=CC=C2 5-amino-8-[(cis)-2,6-dimethyl-morpholin-4-yl]-2-[[(3R)-morpholin-3-yl]methyl]-7-phenyl-[1,2,4]triazolo[4,3-c]pyrimidin-3-one